ClC1=C2C(=NC=C1C(=O)O)N(C=C2)COCC[Si](C)(C)C 4-chloro-1-[[2-(trimethylsilyl)ethoxy]methyl]-1H-pyrrolo[2,3-b]pyridine-5-carboxylic acid